ClCC=1N=C(C(=NC1)O[C@@H]1C[C@@]2(N(C=3C(=NN=C(C3)C3=C(C(=CC=C3)F)O)NC2)C1)C(F)F)C 2-((6aS,8R)-8-((5-(chloromethyl)-3-methylpyrazin-2-yl)oxy)-6a-(difluoromethyl)-5,6,6a,7,8,9-hexahydropyrrolo[1',2':4,5]pyrazino[2,3-c]pyridazin-2-yl)-6-fluorophenol